ClC=1C(=NC=CC1)O[C@@H]1CN(CC1)C1=C(C=C(C=C1)OC=1C=C(C=CC1)C)CO (S)-(2-(3-(3-chloropyridin-2-yloxy)pyrrolidin-1-yl)-5-(m-tolyloxy)phenyl)methanol